CN1N=NC2=C1C=CC(=C2C)C(CC(=O)O)C2=CC(=C(C=C2)C)CN2CC(OC1=C(C2)C=C(C=C1)F)CC 3-(1,4-Dimethyl-1H-benzo[d][1,2,3]triazol-5-yl)-3-(3-((2-ethyl-7-fluoro-2,3-dihydrobenzo[f][1,4]oxazepin-4(5H)-yl)methyl)-4-methylphenyl)propanoic acid